4-amino-7-fluoro-1-methyl-N-(2-oxo-1,3-oxazinan-3-yl)-N-[[5-(trifluoromethyl)-2-pyridyl]methyl]pyrazolo[4,3-c]quinoline-8-carboxamide NC1=NC=2C=C(C(=CC2C2=C1C=NN2C)C(=O)N(CC2=NC=C(C=C2)C(F)(F)F)N2C(OCCC2)=O)F